2-(5-Chloro-3-methyl-1H-pyrazol-4-yl)-6-(4-ethyl-3-(hydroxymethyl)-5-oxo-4,5-dihydro-1H-1,2,4-triazol-1-yl)-7-fluoro-4-isopropylisoquinolin-1(2H)-one ClC1=C(C(=NN1)C)N1C(C2=CC(=C(C=C2C(=C1)C(C)C)N1N=C(N(C1=O)CC)CO)F)=O